FC=1C=C(C#N)C=C(C1)OC1=CC=C2C=3[C@](C([C@@](C13)([2H])O)([2H])[2H])(C(C2(F)F)(F)F)O 3-fluoro-5-(((1R,2aR)-3,3,4,4-tetrafluoro-1,2a-dihydroxy-2,2a,3,4-tetrahydro-1H-cyclopenta[cd]inden-7-yl-1,2,2-d3)oxy)benzonitrile